1-isobutyl-N-(6-(4-methyl-4H-1,2,4-triazol-3-yl)isoquinolin-3-yl)piperidine-4-carboxamide C(C(C)C)N1CCC(CC1)C(=O)NC=1N=CC2=CC=C(C=C2C1)C1=NN=CN1C